COC1=CC(=CC2=CC=CC=C12)C(=O)N(C)C1=CC=2OC(C(=CC2S1)C(=O)O)=O 2-(4-methoxy-N-methyl-2-naphthamido)-5-oxo-5H-thieno[3,2-b]pyran-6-carboxylic acid